C1(=CC=CC=C1)C[C@H](CNC(=O)N)NC(OCC1=CC=CC=C1)=O Benzyl (R)-(1-phenyl-3-ureidopropan-2-yl)carbamate